COC1=CC=C2C=NN(C2=C1NS(=O)(=O)C=1C=NN(C1)C1=NC=CC(=C1)C)C N-(6-METHOXY-1-METHYL-1H-INDAZOL-7-YL)-1-(4-METHYLPYRIDIN-2-YL)-1H-PYRAZOLE-4-SULFONAMIDE